FC(S(=O)(=O)OC=1C2=C(N=C(N1)OCC13CCCN3CCC1)CN(CC2)C2=CC=CC1=CC=CC(=C21)Cl)(F)F 7-(8-chloronaphthalen-1-yl)-2-((tetrahydro-1H-pyrrolizin-7a(5H)-yl)methoxy)-5,6,7,8-tetrahydropyrido[3,4-d]pyrimidin-4-yl trifluoromethanesulfonate